2,3,4,5-tetramethyl-pyrrole CC=1NC(=C(C1C)C)C